2,5-dibromo-3,4-difluoro-6-(prop-1-yn-1-yl)aniline (3R,4R,5R)-5-((benzoyloxy)methyl)-4-ethyl-4-hydroxytetrahydrofuran-2,3-diacetate C(C1=CC=CC=C1)(=O)OC[C@@H]1[C@@]([C@@H](C(O1)CC(=O)O)CC(=O)O)(O)CC.BrC1=C(N)C(=C(C(=C1F)F)Br)C#CC